ClC=1C(=CC=2N(N1)C=C(N2)[C@H](C2C[C@H]1C([C@H]1C2)(F)F)NC(OC(C)(C)C)=O)[C@H](NC(CC2CC(C2)(F)F)=O)C2CC2 |o1:10| Tert-Butyl ((S*)-(6-chloro-7-((R)-cyclopropyl(2-(3,3-difluorocyclobutyl)acetamido)methyl)imidazo[1,2-b]pyridazin-2-yl)((1R,3s,5S)-6,6-difluorobicyclo[3.1.0]hexan-3-yl)methyl)carbamate